3-((6-(3-Methylisoxazol-4-yl)-1-oxoisoquinolin-2(1H)-yl)methyl)-N-(oxetan-3-ylmethyl)benzamide CC1=NOC=C1C=1C=C2C=CN(C(C2=CC1)=O)CC=1C=C(C(=O)NCC2COC2)C=CC1